CN(C1=CC=C(C=C1)C1=CC(=NC(=C1)C1=CC=CC=C1)C1=C(C=CC=C1)OCCCCCCCC)C 4-(4-dimethylaminophenyl)-2-(2-octyloxyphenyl)-6-phenylpyridine